2-(4-fluorobenzyl)-6-hydroxy-3,4-dihydro-isoquinolin-1(2H)-one FC1=CC=C(CN2C(C3=CC=C(C=C3CC2)O)=O)C=C1